FC(C=1C=NN(C1)C1C(CC1)C=1NC(C2=C(N1)N(N=C2C#N)C(C)C=2C=NC(=CC2)C(F)(F)F)=O)F 6-(2-(4-(Difluoromethyl)-1H-pyrazol-1-yl)cyclobutyl)-4-oxo-1-(1-(6-(trifluoromethyl)pyridin-3-yl)ethyl)-4,5-dihydro-1H-pyrazolo[3,4-d]pyrimidin-3-carbonitril